tert-butyl ((2-(6-(difluoromethyl)-2-ethoxypyridin-3-yl)-1,6-naphthyridin-7-yl)methyl)carbamate FC(C1=CC=C(C(=N1)OCC)C1=NC2=CC(=NC=C2C=C1)CNC(OC(C)(C)C)=O)F